C(C)(C)(C)OC(=O)N1[C@@H](CCC1)C=1C=C(C=C2CCN(CC12)C([C@](C(F)(F)F)(C)OC)=O)C=1C=C2C(=NC1)NC=C2C (S)-2-(6-(3-methyl-1H-pyrrolo[2,3-b]pyridin-5-yl)-2-((S)-3,3,3-Trifluoro-2-methoxy-2-methylpropionyl)-1,2,3,4-tetrahydroisoquinolin-8-yl)pyrrolidine-1-carboxylic acid tert-butyl ester